C1(CC1)C1=NC2=CC=C(C(=C2NC1=O)F)CN1CCN(CC1)C=1C=CC(=NC1F)C(=O)NC([2H])([2H])[2H] 5-(4-((2-cyclopropyl-5-fluoro-3-oxo-4H-quinoxalin-6-yl)methyl)piperazin-1-yl)-6-fluoro-N-(methyl-d3)pyridine-2-carboxamide